C=C(C(CC=C)OCCC#N)CCCC 3-((5-methylenenon-1-en-4-yl)oxy)propionitrile